BrC1=C(C=CC(=C1)Br)SC1=C(C=C(C=C1)Br)Br 2,4-dibromophenyl sulfide